[Ca+2].CS(=O)(=O)C1=CC=C(C=C1)S(=O)(=O)N[C@@H](CO)C(=O)[O-].CS(=O)(=O)C1=CC=C(C=C1)S(=O)(=O)N[C@@H](CO)C(=O)[O-] (2s,3r)-p-methylsulfonylbenzenesulfonyl-serine calcium salt